BrC1=CC(=C(CC2=NC3=C(N2CC2(CC2)CC#N)C=C(C=C3)C(=O)OC)C(=C1)F)F methyl 2-(4-bromo-2,6-difluorobenzyl)-1-((1-(cyanomethyl)cyclopropyl)methyl)-1H-benzo[d]imidazole-6-carboxylate